C(C)(=O)OC1(CC2(CCCC(C2CC1)(C)C)C)C decahydro-2,5,5,8a-tetramethyl-2-naphthyl acetate